methyl 2-((5-(difluoromethyl)-3-(3-(1-(o-tolyl)cyclopropyl)-1,2,4-oxadiazol-5-yl)-1H-pyrazol-1-yl)methyl)thiazole-5-carboxylate FC(C1=CC(=NN1CC=1SC(=CN1)C(=O)OC)C1=NC(=NO1)C1(CC1)C1=C(C=CC=C1)C)F